2-(6-bromo-5-cyclopropyl-2-(3,6-dihydro-2H-pyran-4-yl)-7-oxo-[1,2,4]triazolo[1,5-a]pyrimidin-4(7H)-yl)-N-(4-(trifluoromethyl)phenyl)acetamide BrC1=C(N(C=2N(C1=O)N=C(N2)C=2CCOCC2)CC(=O)NC2=CC=C(C=C2)C(F)(F)F)C2CC2